[Si](C1=CC=CC=C1)(C1=CC=CC=C1)(C(C)(C)C)OC1=C(C(=CC=C1)F)C=1C(=CC2=C(N(C(N=C2N2CCC(CC2)B(O)O)=O)C=2C(=NC=CC2C)C(C)C)N1)F (1-(7-(2-((tert-butyldiphenylsilyl)oxy)-6-fluorophenyl)-6-fluoro-1-(2-isopropyl-4-methylpyridin-3-yl)-2-oxo-1,2-dihydropyrido[2,3-d]pyrimidin-4-yl)piperidin-4-yl)boronic acid